[NH2]([C@@H](CS)C(=O)O)=O Cystein monoxide